1,4-bis-secondary butylamino-benzene C(C)(CC)NC1=CC=C(C=C1)NC(C)CC